C(=O)(O)CC[NH+](C)C (2-carboxyethyl)dimethylammonium